C(C)(C)(C)N1C(N(C2=CC=CC=C2C1=O)CC1=CC=C(C=C1)OC)=O 3-(tert-butyl)-1-(4-methoxybenzyl)quinazoline-2,4(1H,3H)-dione